[C@H]1(CCCC2=CC=CC=C12)OC(=O)C=1N=C(SC1)C1CCN(CC1)C(CN1N=C(C=C1C(F)F)C(F)F)=O 2-[1-[2-[3,5-bis(difluoromethyl)-1H-pyrazol-1-yl]acetyl]-4-piperidinyl]-4-thiazolecarboxylic acid (1R)-1,2,3,4-tetrahydro-1-naphthyl ester